[Pb](I)I.C[NH3+] Methyl-ammonium Lead Iodide